((4-chlorophenyl)thio)-6-methyl-2-(trifluoromethyl)quinazoline-3-al ClC1=CC=C(C=C1)SC=1N(C(N=C2C=CC(=CC12)C)C(F)(F)F)C=O